N-(3-(hydrazinocarbonyl)bicyclo[1.1.1]pent-1-yl)-2-(4-isobutoxy-3-isopropyl-6-oxopyridazin-1(6H)-yl)acetamide N(N)C(=O)C12CC(C1)(C2)NC(CN2N=C(C(=CC2=O)OCC(C)C)C(C)C)=O